2-naphthyl-benzene C1=C(C=CC2=CC=CC=C12)C1=CC=CC=C1